tert-butyl-1,3-dihydro-isoindole-2-carboxylate C(C)(C)(C)OC(=O)N1CC2=CC=CC=C2C1